FC=1C(=NC=C(C1)F)COC=1C=C(N(C(C1)=O)C=1C=C(SC1C)C1=NC(=NC=C1)C(=O)OC)C methyl 4-(4-{4-[(3,5-difluoropyridin-2-yl)methoxy]-2-methyl-6-oxopyridin-1-yl}-5-methylthiophen-2-yl)pyrimidine-2-carboxylate